[Zr].[Co].[Ca] Calcium cobalt zirconium